2,3-dimethylbutane-1,1,4,4-tetracarboxylic acid CC(C(C(=O)O)C(=O)O)C(C(C(=O)O)C(=O)O)C